CC1=CC[C@@H](CC1)C(C)(C)O (R)-(+)-alpha-terpineol